OC=1CC=CC(C1)=O 2-hydroxy-4-oxo-cyclohexa-2,5-diene